2-bromo-9,9'-spirobi[fluorene]-7-carbonitrile BrC1=CC=2C3(C4=CC(=CC=C4C2C=C1)C#N)C1=CC=CC=C1C=1C=CC=CC13